[C-]#[Si+] SILICON CARBIDE